N-(5-cyano-4-(2-methoxyethoxy)pyridin-2-yl)-7-formyl-6-(hydroxymethyl)-3,4-dihydro-1,8-naphthyridine-1(2H)-carboxamide C(#N)C=1C(=CC(=NC1)NC(=O)N1CCCC2=CC(=C(N=C12)C=O)CO)OCCOC